BrC1=CC2=C([N+](=C(N=[N+]2[O-])NCC(=O)C2CC2)[O-])C=C1 7-bromo-3-((2-cyclopropyl-2-oxoethyl)amino)benzo[e][1,2,4]triazine-1,4-dioxide